6-{7-carbamoyl-8-[(2-cyano-2-methylideneethyl)amino]naphthalen-2-yl}-N-[(1-methylpiperidin-4-yl)methyl]pyridine-2-carboxamide C(N)(=O)C1=CC=C2C=CC(=CC2=C1NCC(=C)C#N)C1=CC=CC(=N1)C(=O)NCC1CCN(CC1)C